tert-butyl 4-(5-bromo-1-methyl-imidazole-2-carboxamido)-2-chlorobenzoate BrC1=CN=C(N1C)C(=O)NC1=CC(=C(C(=O)OC(C)(C)C)C=C1)Cl